4,5-dimethoxyisophthalaldehyde dioxime COC1=C(C=C(C=NO)C=C1OC)C=NO